dibutyl-dithiocarbamic acid oxygen molybdenum [Mo].[O].C(CCC)N(C(S)=S)CCCC